C(C)(C)(C)OC(C(C)(C)Br)=O tert-butyl-α-bromoisobutyrate